C(N)(=O)C1=C(C=C(S1)C1CC(N(CC1)C(=O)OC(C)(C)C)C)F tert-butyl 4-(5-carbamoyl-4-fluorothiophen-2-yl)-2-methylpiperidine-1-carboxylate